(4-(10-phenylphenazin-5(10H)-yl)-phenyl)boronic acid C1(=CC=CC=C1)N1C2=CC=CC=C2N(C=2C=CC=CC12)C1=CC=C(C=C1)B(O)O